N[C@H]1CN(CCC1)CC1=CC(=NC=C1)C(=O)NC1=NC=C(N=C1)C1=CC2=C(N=CN=C2N2CCOCC2)N1 (R)-4-((3-aminopiperidin-1-yl)methyl)-N-(5-(4-morpholino-7H-pyrrolo[2,3-d]pyrimidin-6-yl)pyrazin-2-yl)picolinamide